Tert-butyl (2-chloro-5-(2-((chlorocarbonyl)(phenyl)amino)ethyl)pyrimidin-4-yl)(methyl)carbamate ClC1=NC=C(C(=N1)N(C(OC(C)(C)C)=O)C)CCN(C1=CC=CC=C1)C(=O)Cl